BrC=1C2=C(N(C(CC1C1=NOC(=C1)[Si](C)(C)C)=O)CC1=CC(=C(C=C1)C)F)C=CC=C2 5-bromo-1-(3-fluoro-4-methylbenzyl)-4-(5-(trimethylsilyl)isoxazol-3-yl)-1,3-dihydro-2H-benzo[b]azepin-2-one